(R)-9-(4-chloro-6-((tetrahydrofuran-3-yl)oxy)pyrimidin-2-yl)-1-(3,4-difluorophenyl)-1,9-diazaspiro[5.5]undecan-2-one ClC1=NC(=NC(=C1)O[C@H]1COCC1)N1CCC2(CCCC(N2C2=CC(=C(C=C2)F)F)=O)CC1